silonine [SiH2]1C=CC=CC=CC=C1